ibuprofen phenethylamine salt C(CC1=CC=CC=C1)N.OC(=O)C(C)C1=CC=C(CC(C)C)C=C1